ClC=1C(=C(CNC(CN(C(C)=O)C2CC2)=O)C=CC1)F N-(2-((3-chloro-2-fluorobenzyl)amino)-2-oxoethyl)-N-cyclopropylacetamide